C[C@@H]1N(CCN(C1)C)C(=O)OC=1C=C2C(=NC=NC2=CC1OC)C=1C(=NNC1)C1=CC=CC=C1 7-methoxy-4-(3-phenyl-1H-pyrazol-4-yl)quinazolin-6-yl (S)-2,4-dimethylpiperazine-1-carboxylate